2'-(2-ethoxypyridin-3-yl)-7',8'-dihydro-6'H-spiro[piperidine-4,5'-[1,7]naphthyridin]-6'-one C(C)OC1=NC=CC=C1C1=NC=2CNC(C3(C2C=C1)CCNCC3)=O